ClC=1C=CC2=C(CC(CC=3N2C(=NN3)C3CCC(CC3)(CC)OCC)NC(OC(C)(C)C)=O)C1 tert-butyl [8-chloro-1-(trans-4-ethoxy-4-ethylcyclohexyl)-5,6-dihydro-4H-[1,2,4]triazolo[4,3-a][1]benzazepin-5-yl]carbamate